FC1=CC=C(C=C1)N(C(O)=O)C(CS(=O)(=O)C(C)C1=CC=C(C=C1)C#N)CC.FC1=C(C=CC(=C1)F)S(=O)(=O)NC=1C(=NC=C(C1)C1=CC=C2C(=CN=C(C2=C1)O)F)OC 2,4-difluoro-N-(5-(4-fluoro-1-hydroxyisoquinolin-7-yl)-2-methoxypyridin-3-yl)benzenesulfonamide 4-fluorophenyl-N-(1-(1-(4-cyanophenyl)ethanesulfonyl)but-2-yl)carbamate